3-(2-oxo-5-(piperidin-2-yl)benzo[cd]indol-1(2H)-yl)piperidine-2,6-dione O=C1N(C2=CC=CC=3C2=C1C=CC3C3NCCCC3)C3C(NC(CC3)=O)=O